(S)-6-bromo-8-trideuteromethyl-2-(trifluoromethyl)-2H-chromene-3-carboxylic acid BrC=1C=C2C=C([C@H](OC2=C(C1)C([2H])([2H])[2H])C(F)(F)F)C(=O)O